C(C)(C)N1CC(C1)C(=O)NC=1C=C(C(=NC1)C)NC(=O)C=1C=NN2C1SC=C2 N-(5-(1-isopropylazetidine-3-carboxamido)-2-methylpyridin-3-yl)pyrazolo[5,1-b]Thiazole-7-carboxamide